2-[1-[2-(3-azabicyclo[3.1.0]hexan-3-yl)-6-ethenyl-3-methyl-4-oxoquinazolin-8-yl]ethylamino]benzoic acid C12CN(CC2C1)C1=NC2=C(C=C(C=C2C(N1C)=O)C=C)C(C)NC1=C(C(=O)O)C=CC=C1